C(C1=CC=CC=C1)N1C[C@](N(CC1)C1=NN(C=C1)C1CC2(CN(C2)C(=O)OC(C)(C)C)C1)(C)CC tert-butyl (S)-6-(3-(4-benzyl-2-ethyl-2-methylpiperazin-1-yl)-1H-pyrazol-1-yl)-2-azaspiro[3.3]heptane-2-carboxylate